tert-Butyl (2-((2-((tert-butyldimethylsilyl)oxy)ethyl)amino)ethyl)(methyl)carbamate [Si](C)(C)(C(C)(C)C)OCCNCCN(C(OC(C)(C)C)=O)C